D-prolyl-N2-methyl-N-{(2S)-3-oxo-1-[(3S)-2-oxopiperidin-3-yl]-4-[(2,4,6-trimethylpyridine-3-carbonyl)oxy]butan-2-yl}-L-leucinamide N1[C@H](CCC1)C(=O)N([C@@H](CC(C)C)C(=O)N[C@@H](C[C@H]1C(NCCC1)=O)C(COC(=O)C=1C(=NC(=CC1C)C)C)=O)C